C(CCCCCCCCCCC)C1C(N(C(C1)=O)C1CC(NC(C1)(C)C)(C)C)=O 3-dodecyl-1-(2,2,6,6-tetra-methyl-4-piperidyl)pyrrolidine-2,5-dione